4-bromo-2-Chloro-N-(5-chloro-6-(2H-1,2,3-triazol-2-yl)pyridin-3-yl)benzamide BrC1=CC(=C(C(=O)NC=2C=NC(=C(C2)Cl)N2N=CC=N2)C=C1)Cl